1-cyclobutyl-N-((2-methyl-4H-thieno[3,2-b]pyrrol-5-yl)methyl)methanamine C1(CCC1)CNCC1=CC2=C(N1)C=C(S2)C